2-[[7-[1-(azetidin-3-yl)-6-chloro-3,4-dihydro-2H-quinolin-8-yl]thieno[3,2-b]pyridin-2-yl]methyl]-6-methyl-pyridazin-3-one, formic acid salt C(=O)O.N1CC(C1)N1CCCC2=CC(=CC(=C12)C1=C2C(=NC=C1)C=C(S2)CN2N=C(C=CC2=O)C)Cl